(+-)-1-fluoro-4-iodo-6-oxabicyclo[3.2.1]octan-7-one FC12CCC(C(OC1=O)C2)I